BrC1=NC(=CC=C1)C1(COC1)OC 2-bromo-6-(3-methoxyoxetan-3-yl)pyridine